FC1=CC=C(C=C1)C1=NOC(=C1C(=O)NC=1C(=NC(=CC1)N1C=NC=C1)OC)C 3-(4-Fluorophenyl)-N-(6-imidazol-1-yl-2-methoxy-3-pyridyl)-5-methyl-isoxazole-4-carboxamide